Cl[Ru-2](C1=C(C=C(C=C1)C)C(C)C)(C1=C(C=C(C=C1)C)C(C)C)Cl dichlorobis(4-methylisopropylphenyl)ruthenium (II)